(E)-2-cyano-1-{[2-(4-phenylindolin-1-carbonyl)thiazol-5-yl]methyl}-3-(pyridin-4-yl)guanidine C(#N)/N=C(\NCC1=CN=C(S1)C(=O)N1CCC2=C(C=CC=C12)C1=CC=CC=C1)/NC1=CC=NC=C1